C(C)N(CC)NCC#C diethylaminopropargylamine